(4-((2s,4r)-4-ethoxy-1-((5-methoxy-7-methyl-1H-indol-4-yl)methyl)piperidin-2-yl)benzoyl)lysine C(C)O[C@H]1C[C@H](N(CC1)CC1=C2C=CNC2=C(C=C1OC)C)C1=CC=C(C(=O)N[C@@H](CCCCN)C(=O)O)C=C1